2-hydroxyethanesulfonic acid 4-propylpyridinetributylamine salt C(CC)C1(C(C(=NC=C1)CCCCN)CCCCN)CCCCN.OCCS(=O)(=O)O